NC=1C(=C(C=C2C=C(N=CC12)NC(OC1CC(C1)[C@@H](C)O)=O)C1=C(C2=C(OCCN2)N=C1)C)F (1R,3r)-3-((R)-1-Hydroxyethyl)cyclobutyl (8-amino-7-fluoro-6-(8-methyl-2,3-dihydro-1H-pyrido[2,3-b][1,4]oxazin-7-yl)isoquinolin-3-yl)carbamate